COC=1C=C2CCN(CC2=CC1)C1=C(C=CC=C1)[N+](=O)[O-] 6-methoxy-2-(2-nitrophenyl)-1,2,3,4-tetrahydroisoquinoline